methyl-epithioethane CC1CS1